COCCOC1=C(C=CC=C1)C1=CC=CC=C1 2-(2-methoxyethoxy)-1,1'-biphenyl